N1-(5-(2-fluoro-4-methoxyphenyl)-4-methyl-pyrimidin-2-yl)-N3,N3-dimethylcyclopentane-1,3-diamine FC1=C(C=CC(=C1)OC)C=1C(=NC(=NC1)NC1CC(CC1)N(C)C)C